OC1N(CC2(CCOC2)C1)C(=O)OC(C)(C)C tert-butyl 8-hydroxy-2-oxa-7-azaspiro[4.4]nonane-7-carboxylate